C(C)(=O)OC(C(=O)NC1=CC(=C(C=C1)B1OC(C(O1)(C)C)(C)C)C)C1=CC(=CC(=C1)F)F 1-(3,5-difluorophenyl)-2-((3-methyl-4-(4,4,5,5-tetramethyl-1,3,2-dioxaborolan-2-yl)phenyl)amino)-2-oxoethyl acetate